O[C@@H](COC1=CC(=C(CN2C(N([C@H](C3=CC=C(C=C23)C(=O)NCC2=C(C=C(C=C2F)F)F)C)C)=O)C(=C1)F)F)CO (S)-1-(4-((R)-2,3-dihydroxypropoxy)-2,6-difluorobenzyl)-3,4-dimethyl-2-oxo-N-(2,4,6-trifluorobenzyl)-1,2,3,4-tetrahydroquinazoline-7-carboxamide